N[C@@H]([C@H](C)CC)C(=O)O Alloisoleucin